C(C(CC)C(=O)OCCCCCCCCCCCCC)(C(=O)OC1CC(NC(C1)(C)C)(C)C)(C(=O)OC1CC(NC(C1)(C)C)(C)C)C(=O)OCCCCCCCCCCCCC bis(2,2,6,6-tetramethyl-4-piperidyl) ditridecyl butanetetracarboxylate